C(C)N1C(=NC2=NC(=CC=C21)C#C)C 1-ethyl-5-ethynyl-2-methylimidazo[4,5-b]pyridine